N1(CCCC1)C(C(=C)C1=CC=C(C=C1)C(F)(F)F)=O (pyrrolidin-1-yl)-2-(4-(trifluoromethyl)phenyl)prop-2-en-1-one